4,9-bis(dimethylamino)-2,7-bis(3-(dimethylamino)propyl)benzo[lmn][3,8]phenanthroline-1,3,6,8(2H,7H)-tetraone CN(C1=CC=2C(N(C(C=3C2C=2C(C(N(C(C12)=O)CCCN(C)C)=O)=CC3N(C)C)=O)CCCN(C)C)=O)C